BrCCCCCCCCCCCCCCCCCCCCCCCCC(=O)OCC ethyl 25-bromopentacosanoate